C(C)(C)(C)OC(=O)N1CCC=2C3=C(N(C(C2C1)=O)C)C=C(C=C3)Cl 8-Chloro-6-methyl-5-oxo-1,4,5,6-tetrahydrobenzo[c][2,7]naphthyridine-3(2H)-carboxylic acid tert-butyl ester